2-amino-4-(oxetan-3-yloxy)phenol NC1=C(C=CC(=C1)OC1COC1)O